C1=CC=C(C=C1)O[P+](=O)O The molecule is an aryl phosphate resulting from the formal condensation of phosphonic acid with 1 mol eq. of phenol It has a role as a chromogenic compound. It derives from a phenol.